COC=1C=C(C=CC1NCC#CC=1N(C2=CC=CC(=C2C1)NC1CCC(CC1)N(C)C)CC(F)(F)F)S(=O)(=O)NC1=NOC(=C1)C 3-methoxy-N-(5-methyl-1,2-oxazol-3-yl)-4-{[3-(4-{[(1S,4S)-4-(dimethylamino)cyclohexyl]amino}-1-(2,2,2-trifluoroethyl)-1H-indol-2-yl)prop-2-yn-1-yl]amino}benzene-1-sulfonamide